C(C1=CC=CC=C1)SC1=CC=C(C(=N1)C(F)(F)F)F 6-(benzylthio)-3-fluoro-2-(trifluoromethyl)pyridine